4-(piperidin-4-ylmethoxy)-6-(prop-2-yloxy)quinoline-7-carboxamide N1CCC(CC1)COC1=CC=NC2=CC(=C(C=C12)OC(C)C)C(=O)N